3,4,5,6-tetrachloropicolinamide ClC=1C(=NC(=C(C1Cl)Cl)Cl)C(=O)N